N-(5-((5-Fluoropyridin-2-yl)oxy)-2-methoxyphenyl)-1-methyl-5-oxopyrrolidine-2-carboxamide FC=1C=CC(=NC1)OC=1C=CC(=C(C1)NC(=O)C1N(C(CC1)=O)C)OC